[OH-].[OH-].C1(CCC(CC1)[NH+]1CCCC1)[NH+]1CCCC1 1,1'-(1,4-cyclohexandiyl)dipyrrolidinium dihydroxide